C(C)(C)(C)NC1CN(CC1)C=1N=NC(=CC1)C1=C(C=C(C=C1)C=1C=NN(C1)C1OCCCC1)OCOC N-(tert-butyl)-1-(6-(2-(methoxymethoxy)-4-(1-(tetrahydro-2H-pyran-2-yl)-1H-pyrazol-4-yl)phenyl)pyridazin-3-yl)pyrrolidin-3-amine